C1=C2N=CN=C3C2=C(OCC2C4CCC(CN32)N4C(=O)[O-])N=C1 5a,6,7,8,9,10-hexahydro-5H-4-oxa-3,10a,11,13,14-pentaaza-6,9-methanonaphtho-[1,8-ab]heptalen-14-carboxylate